FC1=CC=C(CN2N=C(N=C2)C(=O)N[C@@H]2C(N(C=3N(CC2)N=C(C3C)C)C)=O)C=C1 (S)-1-(4-Fluorobenzyl)-N-(2,3,4-trimethyl-5-oxo-5,6,7,8-tetrahydro-4H-pyrazolo[1,5-a][1,3]diazepin-6-yl)-1H-1,2,4-triazol-3-carboxamid